6-methyl-4,5,6,7-tetrahydropyrazolo[1,5-a]pyridine-2-carboxylate CC1CCC=2N(C1)N=C(C2)C(=O)[O-]